3-(1-benzyl-2-pyrrolidinyl)pyridine C(C1=CC=CC=C1)N1C(CCC1)C=1C=NC=CC1